C(C1CO1)N(CC1CO1)C1CCCCC1 N,N-Diglycidylcyclohexylamin